(-)-tert-butyl-sulfinamide 3-((4,4-bis(((Z)-oct-5-en-1-yl)oxy)butanoyl)oxy)-2-(hydroxymethyl)propyl-nonyl-adipate C(CCC\C=C/CC)OC(CCC(=O)OCC(COC(C(CCCC(=O)O)CCCCCCCCC)=O)CO)OCCCC\C=C/CC.C(C)(C)(C)S(=O)N